CC1=C(C=CC=C1NC(=O)C=1SC(=C(N1)C)CN1CCCC1)C1=C(C(=CC=C1)NC(=O)C=1SC(=C(N1)C)CN1CCCC1)C (2,2'-dimethyl-[1,1'-biphenyl]-3,3'-diyl)bis(4-methyl-5-(pyrrolidin-1-ylmethyl)thiazole-2-carboxamide)